5-(trifluoromethyl)-1H-indole-3-carbonitrile FC(C=1C=C2C(=CNC2=CC1)C#N)(F)F